Cl.N1C(COCC1)CCO 2-(morpholin-3-yl)ethan-1-ol hydrochloride